COC1=C(CNC2=NC=NC3=C(C=CC=C23)C(=O)NC2=C3C=CN=C(C3=CC=C2C)NC2=CC=C(C=C2)C)C=CC(=C1)OC 4-((2,4-dimethoxybenzyl)amino)-N-(6-methyl-1-(p-tolylamino)isoquinolin-5-yl)quinazoline-8-carboxamide